6-Fluoro-4-(4-fluorophenyl)-N-((1-isobutylazetidin-3-yl)methyl)-3,4-dihydroquinoxaline FC=1C=C2N(CCN(C2=CC1)CC1CN(C1)CC(C)C)C1=CC=C(C=C1)F